tert-butyl ((1s,4s)-4-(bromomethyl)cyclohexyl)carbamate BrCC1CCC(CC1)NC(OC(C)(C)C)=O